C(C1=CC=CC=C1)C=1C=CC=2C3=C(C(=NC2C1)NC(C1=CC=CC=C1)(C1=CC=CC=C1)C1=CC=CC=C1)N=C(N3CC(C)(O)C)COCC 1-(7-benzyl-2-(ethoxymethyl)-4-(tritylamino)-1H-imidazo[4,5-c]quinolin-1-yl)-2-methylpropan-2-ol